rel-(S)-N-[2-amino-5-(2-thienyl)phenyl]-4-(methylsulfonyl)benzamide NC1=C(C=C(C=C1)C=1SC=CC1)NC(C1=CC=C(C=C1)S(=O)(=O)C)=O